The molecule is a pentacyclic triterpenoid that is lup-20(29)-ene substituted by a beta-hydroxy group at position 1 and an oxo group at position 3. It has been isolated from Breynia fruticosa. It has a role as a plant metabolite. It is a pentacyclic triterpenoid, a cyclic terpene ketone and a secondary alcohol. It derives from a hydride of a lupane. CC(=C)[C@@H]1CC[C@]2([C@H]1[C@H]3CC[C@H]4[C@]([C@@]3(CC2)C)(CC[C@@H]5[C@@]4([C@@H](CC(=O)C5(C)C)O)C)C)C